OC1C(CN(CC1)C(C(CNC(=O)C1=CC2=C(S1)CCCCCC2)(C)C)=O)(C)C N-[3-(4-Hydroxy-3,3-dimethylpiperidin-1-yl)-2,2-dimethyl-3-oxopropyl]-4H,5H,6H,7H,8H,9H-cycloocta[b]thiophene-2-carboxamide